N-(4-{[6-(5-chloro-2-fluorophenyl)-3-methylpyridazin-4-yl]amino}pyridin-2-yl)-2-methyl-2,7-diazaspiro[3.5]nonane-7-carboxamide ClC=1C=CC(=C(C1)C1=CC(=C(N=N1)C)NC1=CC(=NC=C1)NC(=O)N1CCC2(CN(C2)C)CC1)F